2-(6-fluoro-4-methyl-3-pyridyl)pyridazin-3-one FC1=CC(=C(C=N1)N1N=CC=CC1=O)C